((R)-2,2-difluoro-1-(((1R,5S,6R)-6-fluoro-3-azabicyclo[3.1.0]hexan-3-yl)methyl)cyclopropyl)methanol FC1([C@](C1)(CN1C[C@@H]2C([C@@H]2C1)F)CO)F